(2S,3R)-2-amino-3-(aminomethyl)-6-Boronohexanoic Acid Dihydrochloride Cl.Cl.N[C@H](C(=O)O)[C@H](CCCB(O)O)CN